N-[5-(1H-benzimidazol-2-yl)-1H-pyrazol-3-yl]-6-(4-methoxy-1-piperidyl)-pyridine-3-carboxamide N1C(=NC2=C1C=CC=C2)C2=CC(=NN2)NC(=O)C=2C=NC(=CC2)N2CCC(CC2)OC